5-(4-Fluorophenyl)-2-(methoxymethyl)-1,6-dimethyl-4-oxo-1,4-dihydropyridine-3-carboxylic acid FC1=CC=C(C=C1)C=1C(C(=C(N(C1C)C)COC)C(=O)O)=O